C(CCCCCCCCCCCCCCC)(=O)N1[C@@H](CCC1)C(=O)N1[C@@H](CCC1)C(=O)NCC(=O)O 2-((S)-1-((S)-1-palmitoylpyrrolidine-2-carbonyl)pyrrolidine-2-carboxamido)Acetic Acid